4-((4-(benzyloxy)-2-methoxy-6-methylbenzoyl)oxy)-3-bromo-6-hydroxy-2,5-dimethylbenzoic acid C(C1=CC=CC=C1)OC1=CC(=C(C(=O)OC2=C(C(=C(C(=O)O)C(=C2C)O)C)Br)C(=C1)C)OC